5-(2-bromoethyl)-bicyclo(2.2.1)hept-2-ene BrCCC1C2C=CC(C1)C2